4-(5-(4-(trifluoromethyl)pyridin-2-yl)thiazol-2-yl)benzaldehyde FC(C1=CC(=NC=C1)C1=CN=C(S1)C1=CC=C(C=O)C=C1)(F)F